(S)-2-(4-(2,2-difluoropropyl)piperazine-1-carbonyl)pyrrolidine-1-carboxylic acid tert-butyl ester C(C)(C)(C)OC(=O)N1[C@@H](CCC1)C(=O)N1CCN(CC1)CC(C)(F)F